Tert-Butyl (1s,4s)-4-(2-fluoro-4-methoxy-5-((2-(((1-methylcyclobutyl)methyl)carbamoyl)phenyl)carbamoyl)phenoxy)-1-methylcyclohexane-1-carboxylate FC1=C(OC2CCC(CC2)(C(=O)OC(C)(C)C)C)C=C(C(=C1)OC)C(NC1=C(C=CC=C1)C(NCC1(CCC1)C)=O)=O